C(C)(C)OOC(C)(C)C tertiary butyl isopropyl peroxide